C(C1=CC=CC=C1)[C@H]1N(CCS(C1)=O)C1=NC=C2C(=N1)N(N=C2C2=C(C(=C(C(=C2)C(F)(F)F)F)O)F)C (3R)-3-Benzyl-4-(3-(2,4-difluoro-3-hydroxy-5-(trifluoromethyl)phenyl)-1-methyl-1H-pyrazolo[3,4-d]pyrimidin-6-yl)thiomorpholine 1-oxide